N-methyl-(2-naphthyl)alanine CN([C@@H](C)C(=O)O)C1=CC2=CC=CC=C2C=C1